FC(S(=O)(=O)OCC1CC2(OCCO2)CC1)(F)F (1,4-dioxaspiro[4.4]nonan-7-yl)methyl trifluoromethanesulfonate